C(CC#C)N(C(O)=O)C1=NC(=CC=C1)CO\N=C(\C1=CC=CC=C1)/C1=NN=NN1C.FC1=CC=CC=2C(=NCC(OC21)(C)C)C=2C=NC1=CC=CC=C1C2 9-fluoro-2,2-dimethyl-5-(quinolin-3-yl)-2,3-dihydro-1,4-benzooxazepine but-3-yn-1-yl-{6-[({[(Z)-(1-methyl-1H-tetrazol-5-yl)(phenyl)methylene]amino}oxy)methyl]pyridin-2-yl}carbamate